tert-butyl (9-((2R,3R,4S,5R)-5-(((tert-butyldiphenylsilyl)oxy)methyl)-4-ethynyl-3,4-dihydroxy-tetrahydrofuran-2-yl)-2-chloro-9H-purin-6-yl)carbamate [Si](C1=CC=CC=C1)(C1=CC=CC=C1)(C(C)(C)C)OC[C@@H]1[C@]([C@H]([C@@H](O1)N1C2=NC(=NC(=C2N=C1)NC(OC(C)(C)C)=O)Cl)O)(O)C#C